C(C)(=O)OC(CCCCCCC/C=C/C=C)CC trans-12-tetradecadienol acetate